N[C@H]1C(CN(CC1)C=1C2=C(N=C(N1)OC[C@]13CCCN3C[C@@H](C1)F)C(=C(N=C2)C2=CC(=CC1=CC=C(C(=C21)C#C)F)O)F)(F)F 4-(4-((R)-4-amino-3,3-difluoropiperidin-1-yl)-8-fluoro-2-(((2R,7as)-2-fluorohexahydro-1H-pyrrolizin-7a-yl)methoxy)pyrido[4,3-d]pyrimidin-7-yl)-5-ethynyl-6-fluoronaphthalen-2-ol